(1S,2R,3S,5S)-3-amino-5-(hydroxymethyl)-cyclopentane-1,2-diol hydrochloride salt Cl.N[C@@H]1[C@H]([C@H]([C@@H](C1)CO)O)O